C[C@@H](C(=O)NCC(=O)N[C@@H](C)C(=O)NCC(=O)O)N The molecule is a tetrapeptide composed of L-alanine, glycine, L-alanine, and glycine residues joined in sequence by peptide linkages. It derives from a L-alanine and a glycine.